1,3,5-tristyrylbenzene C(=CC1=CC=CC=C1)C1=CC(=CC(=C1)C=CC1=CC=CC=C1)C=CC1=CC=CC=C1